4-chloro-7-nitrothieno[3,2-d]pyrimidine ClC=1C2=C(N=CN1)C(=CS2)[N+](=O)[O-]